C(C1=CC=CC=C1)OC(=O)N[C@H](C=1N=C2N(N=C(C=C2)CC2(C(N[C@@H](C2)CC)=O)C(=O)OC)C1)C1CCC(CC1)C methyl (5R)-3-((2-((S)-(((benzyloxy)carbonyl)amino)((1r,4S)-4-methylcyclohexyl)methyl)imidazo[1,2-b]pyridazin-6-yl)methyl)-5-ethyl-2-oxopyrrolidine-3-carboxylate